COC1=CC(=CC2=C(C=CC=C12)OC)C(=O)N1CCC2(CC1)OC(C1=CC(=CC=C1C2)I)=O (4,8-dimethoxy-2-naphthoyl)-7-iodospiro[isochroman-3,4'-piperidin]-1-one